C([O-])([O-])=O racemic-carbonate